2-(3-Methylbut-2-enyl)-5-(3-phenylprop-2-enyl)benzene-1,3-diol CC(=CCC1=C(C=C(C=C1O)CC=CC1=CC=CC=C1)O)C